[2-amino-4-(trifluoromethoxy)phenyl]-[4-[2-[(3R)-1,1-dioxothiolan-3-yl]-3H-imidazo[4,5-b]pyridin-7-yl]-1-piperidyl]methanone NC1=C(C=CC(=C1)OC(F)(F)F)C(=O)N1CCC(CC1)C1=C2C(=NC=C1)NC(=N2)[C@@H]2CS(CC2)(=O)=O